C(C)OC1=C(C=CC=C1)C1=NN=C2SCC(=NN21)C2=CC=C(C=C2)N2C(CCC2)=O 1-(4-(3-(2-ethoxyphenyl)-7H-[1,2,4]triazolo[3,4-b][1,3,4]thiadiazin-6-yl)phenyl)pyrrolidin-2-one